FC=1C(=NC(=NC1)N[C@H]1C[C@H](CCC1)C(=O)OC(C)(C)C)C1=CC(=CC=C1)N1C(C=CC=C1)=O tert-butyl (1S,3R)-3-((5-fluoro-4-(3-(2-oxopyridin-1(2H)-yl)phenyl)pyrimidin-2-yl)amino)cyclohexane-1-carboxylate